5-Bromoindol-2-one BrC1=CC2=CC(N=C2C=C1)=O